(bromomethyl)ethoxydimethylsilane BrC[Si](C)(C)OCC